BrC1=CC2=C(N=C(S2)NC(C2=NC=C(C=C2)CCCCC)=O)C=C1 N-(6-bromobenzo[d]thiazol-2-yl)-5-pentylpicolinamide